C(C)C1=NC(=NO1)C=1C=C2CC[C@H](C2=CC1)NC(=O)C=1C=NN(C1)C[C@H](CO)O N-[(1R)-5-(5-ethyl(1,2,4-oxadiazol-3-yl))indanyl][1-((2R)-2,3-dihydroxypropyl)pyrazol-4-yl]carboxamide